3-(4-Bromophenyl)-4-(4-hydroxyphenyl)-2,5-diphenyl-2,4-cyclopentadien-1-one BrC1=CC=C(C=C1)C1=C(C(C(=C1C1=CC=C(C=C1)O)C1=CC=CC=C1)=O)C1=CC=CC=C1